5-chloro-2,4-dihydroxy-benzaldehyde ClC=1C(=CC(=C(C=O)C1)O)O